O=CCCCCCCCCCCCCCCC(=O)O 16-oxohexadecanoic acid